C(C)(=O)NC=1SC(=CN1)C(=O)NC1=C(C=C(C(=C1)C(NC1=NC=C(C=C1)OC1CC1)=O)F)C 2-Acetamido-N-[5-[(5-cyclopropyloxypyridin-2-yl)carbamoyl]-4-fluoro-2-methylphenyl]-1,3-thiazole-5-carboxamide